Cl.C1(CCCCC1)P(C1CCCCC1)C1CCCCC1 Tricyclohexylphosphine HCl